FC(S(=O)(=O)C1=CC=C(C=C1)CC1CC2(CNC2)C1)(F)F 6-[[4-(trifluoromethyl-sulfonyl)phenyl]methyl]-2-azaspiro[3.3]heptane